C(C)(C)(C)OC(=O)N1[C@@H](C[C@H](C1)O)C(=O)N1CCN(CC1)C(=O)OCC1=CC=CC=C1 benzyl 4-[(2S,4R)-1-tert-butoxycarbonyl-4-hydroxy-pyrrolidine-2-carbonyl]piperazine-1-carboxylate